C(C)C(CC(C(C(C(=O)[O-])(CC(CCCC)CC)CC(CCCC)CC)(O)C(=O)[O-])C(=O)[O-])CCCC tri-(2-ethylhexyl)citrate